(4Z)-11,11-dibutyloxy-4-undecenyltrimethylphosphonium iodide [I-].C(CCC)OC(CCCCC\C=C/CCC[P+](C)(C)C)OCCCC